2-Heptylcyclopentanon C(CCCCCC)C1C(CCC1)=O